tridecyl 2-(2-oxopyrrolidin-1-yl)acetate O=C1N(CCC1)CC(=O)OCCCCCCCCCCCCC